N-methyl-N-hydroxymethyl-2-((3-((E)-2-(2-pyridinyl)vinyl)-1H-indazol-6-yl)thio)benzamide CN(C(C1=C(C=CC=C1)SC1=CC=C2C(=NNC2=C1)\C=C\C1=NC=CC=C1)=O)CO